(R)-2-((1-(2-cyano-3-(1-(4-cyano-phenyl)piperidin-4-yl)-7-methylquinoxalin-5-yl)ethyl)amino)benzoic acid C(#N)C1=NC2=CC(=CC(=C2N=C1C1CCN(CC1)C1=CC=C(C=C1)C#N)[C@@H](C)NC1=C(C(=O)O)C=CC=C1)C